tert-Butyl 3-(4-((3,4-dichloro-2-fluorophenyl)amino)pyrido[3,2-d]pyrimidin-6-yl)piperidine-1-carboxylate ClC=1C(=C(C=CC1Cl)NC=1C2=C(N=CN1)C=CC(=N2)C2CN(CCC2)C(=O)OC(C)(C)C)F